(R)-3-amino-3-phenyl-N-methyl-butyramide N[C@@](CC(=O)NC)(C)C1=CC=CC=C1